4-Bromo-2-chloro-1-nitrobenzene BrC1=CC(=C(C=C1)[N+](=O)[O-])Cl